C(CCCCCCCCCCC)C(C(=O)[O-])S(=O)(=O)O.[Na+].C[C@@H]1N(CC[C@@H](C1)C)C(=O)C1=C(SC2=C1CCCC2)NC(=O)C=2C=NC=CC2 N-{3-[cis-2,4-dimethylpiperidine-1-carbonyl]-4,5,6,7-tetrahydro-1-benzothiophen-2-yl}pyridine-3-carboxamide Sodium Lauryl-Sulfoacetate